NC1=NC=C(C=N1)C=1C=C(C=C(C1)N1CCOCC1)S(=O)(=O)C1CN(C1)C(C(C)(C)C)=O 1-(3-((3-(2-aminopyrimidin-5-yl)-5-morpholinophenyl)sulfonyl)azetidin-1-yl)-2,2-dimethylpropan-1-one